N-(3-hydroxy-4-methoxybenzyl)-2-piperidinyl-5-methoxybenzamide OC=1C=C(CNC(C2=C(C=CC(=C2)OC)N2CCCCC2)=O)C=CC1OC